2-(2H-benzotriazole-2-yl)-6-(dodecyl)-4-methylphenol N=1N(N=C2C1C=CC=C2)C2=C(C(=CC(=C2)C)CCCCCCCCCCCC)O